(R)-2-(1-(6-(5-((((3,3-difluorocyclobutyl)(methyl)carbamoyl)oxy)methyl)-1-methyl-1H-pyrazol-4-yl)-2-ethylpyridin-3-yl)piperidin-3-yl)acetic acid FC1(CC(C1)N(C(=O)OCC1=C(C=NN1C)C1=CC=C(C(=N1)CC)N1C[C@H](CCC1)CC(=O)O)C)F